O=C(C(NC(C(NC(C(NC(C(NC(OC(C=O)=O)=O)=O)=O)=O)=O)=O)=O)[C@@H](C)OC(C1=CC=CC=C1)(C1=CC=CC=C1)C1=CC=CC=C1)NCCNCCNCCNCCNCCNCCC(=O)O decaoxo-15-((R)-1-(trityloxy)ethyl)-3-oxa-5,8,11,14,17,20,23,26,29,32-decaazapentatriacontan-35-oic acid